ClC1=C(C=2N=C(N=C(C2C=N1)N1CCOCCC1)OC[C@]12CCCN2C[C@@H](C1)F)F 4-(7-Chloro-8-fluoro-2-(((2R,7aS)-2-fluorotetrahydro-1H-pyrrolizin-7a(5H)-yl)methoxy)pyrido[4,3-d]pyrimidin-4-yl)-1,4-oxazepane